CN(C)CC1CCN(CC1)C1=C(C=C(C=C1)CO)C (4-(4-((dimethylamino)methyl)piperidin-1-yl)-3-methylphenyl)methanol